2-amino-2-cycloheptyl-N-(2-fluoro-4-((R)-1-((S)-2-oxo-4-(trifluoromethyl)imidazolidin-1-yl)ethyl)phenyl)acetamide NC(C(=O)NC1=C(C=C(C=C1)[C@@H](C)N1C(N[C@@H](C1)C(F)(F)F)=O)F)C1CCCCCC1